COC(C(OC)OC1=NN(C(=C1I)C=1C=NC(=CC1)F)C1=NC=CC=C1SC)=O Methyl-({5-(6-fluoropyridin-3-yl)-4-iodo-1-[3-(methylsulfanyl)pyridin-2-yl]-1H-pyrazol-3-yl}oxy)(methoxy)acetate